ClC1=CC=2NC(=CC2S1)C(=O)N(C)[C@@H]1C=2C3=C(C(NC2CN(C1)C(=O)OC(C)(C)C)=O)C=C(C(=C3)F)F |r| Racemic-tert-butyl 1-(2-chloro-N-methyl-4H-thieno[3,2-b]pyrrole-5-carboxamido)-8,9-difluoro-6-oxo-1,4,5,6-tetrahydrobenzo[c][1,7]naphthyridine-3(2H)-carboxylate